C(C=C)(=O)OC(C(C(C(C(C(C(C(C(C(F)(F)F)(F)F)(F)F)(F)F)(F)F)(F)F)(F)F)(F)F)(F)F)(F)F perfluoro-n-decyl acrylate